C(C)(C)(C)C1=NOC(=N1)C(=O)NCC1=C(C=C(C=C1)C1=NC=NN2C1=CC(=C2)N2C[C@H](OCC2)C)C (R)-3-(tert-butyl)-N-(2-methyl-4-(6-(2-methylmorpholino)pyrrolo[2,1-f][1,2,4]triazin-4-yl)benzyl)-1,2,4-oxadiazole-5-carboxamide